C1=CC(=CC=C1CCNC(=O)CC[C@@H](C(=O)O)N)O The molecule is an L-glutamine derivative obtained by formal condensation of the side-chain carboxy group of glutamic acid with the amino group of tyramine. It has a role as a bacterial metabolite. It is a L-glutamine derivative and a dicarboxylic acid monoamide. It derives from a tyramine. It is a tautomer of a gamma-glutamyltyramine zwitterion.